C(C1=CC=CC=C1)N1N=C(C(=C1)Br)[N+](=O)[O-] 1-benzyl-4-bromo-3-nitro-pyrazole